4-((4-(methylsulfonyl)piperazin-1-yl)methyl)benzamide CS(=O)(=O)N1CCN(CC1)CC1=CC=C(C(=O)N)C=C1